C(=O)=P(C1=C(C(=CC=C1)Cl)Cl)C1=CC=CC=C1 carbonyl-dichlorodiphenyl-phosphine